N-tert-Butyl-3-fluoro-6-methyl-pyridine-2-sulfonamide C(C)(C)(C)NS(=O)(=O)C1=NC(=CC=C1F)C